1,12-Diisocyanatododecan N(=C=O)CCCCCCCCCCCCN=C=O